C(#N)[C@H](CC)NC(C1=CC=C(C=C1)C1=NC(=NC=C1C)NC=1C=NN(C1)C1CC(OC(C1)(C)C)(C)C)=O (S)-N-(1-cyanopropyl)-4-(5-methyl-2-((1-(2,2,6,6-tetramethyltetrahydro-2H-pyran-4-yl)-1H-pyrazol-4-yl)amino)pyrimidin-4-yl)benzamide